ClC1=NC=C(C(=C1)N1C(C(=C(C=C1C)OCCC1=NC=C(C=C1F)F)Cl)=O)Cl 2',3,5'-trichloro-4-((3,5-difluoropyridin-2-yl)ethoxy)-6-methyl-2H-[1,4'-bipyridin]-2-one